4-(7-(2-chloro-3-fluorophenyl)imidazo[5,1-b]thiazol-5-yl)benzonitrile ClC1=C(C=CC=C1F)C=1N=C(N2C1SC=C2)C2=CC=C(C#N)C=C2